methyl cis-3-((methylsulfonyl)amino)-2-(3-(pyrrolidin-1-yl)benzyl)piperidine-1-carboxylate CS(=O)(=O)N[C@@H]1[C@@H](N(CCC1)C(=O)OC)CC1=CC(=CC=C1)N1CCCC1